1-((1R)-3'-(2-(2-(4-chloro-2-methylphenyl)-5-methylpyrrolidin-1-yl)-2-oxoethyl)-2',4'-dioxo-2,3-dihydrospiro[indene-1,5'-oxazolidine]-5-yl)-3-methylurea ClC1=CC(=C(C=C1)C1N(C(CC1)C)C(CN1C(O[C@]2(C1=O)CCC1=CC(=CC=C12)NC(=O)NC)=O)=O)C